OC[C@]1(CN(CC1)C(C)(C)C1=NC=CC=C1)CCC1=CC=C(S1)C#N (R)-5-(2-(3-(hydroxymethyl)-1-(2-(pyridin-2-yl)propan-2-yl)pyrrolidin-3-yl)ethyl)thiophene-2-carbonitrile